3-{3-chloro-8-[(2R,3S)-3-(methanesulfonylmethyl)-2-methylazetidin-1-yl]isoquinolin-5-yl}azetidine-1-carboxylate ClC=1N=CC2=C(C=CC(=C2C1)C1CN(C1)C(=O)[O-])N1[C@@H]([C@H](C1)CS(=O)(=O)C)C